(2s,4r)-2-((2S,4R)-4-(3-(tert-butyl)phenyl)-2-methylpiperidin-1-carbonyl)-7-oxa-5-azaspiro[3.4]octan-6-one C(C)(C)(C)C=1C=C(C=CC1)[C@H]1C[C@@H](N(CC1)C(=O)C1CC2(C1)NC(OC2)=O)C